N1C(=NC2=C1C=CC=C2)C2=CC(=NN2C)NC(=O)C=2C=NC(=CC2)N2CCC1(CCCO1)CC2 N-[5-(1H-benzimidazol-2-yl)-1-methyl-pyrazol-3-yl]-6-(1-oxa-8-aza-spiro[4.5]decan-8-yl)pyridine-3-carboxamide